2-[(3S)-5,5-difluoropiperidin-3-yl]-1λ6,2-thiazolidine-1,1-dione hydrochloride Cl.FC1(C[C@@H](CNC1)N1S(CCC1)(=O)=O)F